C(C)C=1C(=NNC1C)C(=O)N[C@H]1COCC=2N(N=CC21)C2=C(C=CC=C2)F (R)-4-ethyl-N-(1-(2-fluorophenyl)-1,4,5,7-tetrahydropyrano[3,4-c]pyrazol-4-yl)-5-methyl-1H-pyrazole-3-carboxamide